COCCCN1CCC(CC1)CC(=O)N (1-(3-methoxypropyl)piperidin-4-yl)acetamide